propoxytetrapropylene glycol C(CC)OCC(COC(C)COC(C)COC(C)CO)O